C[C@]12CCC(=O)C=C1CC[C@@H]3[C@@H]2[C@H](C[C@]4([C@H]3CC[C@@]4(C(=O)CO)O)C)O 4-pregnene-11β,17α,21-triol-3,20-dione